1-(4-((4-Isopropylpiperazin-1-yl)methyl)-3-(trifluoromethyl)-phenyl)-3-(4-methyl-5-(2-(methylamino)pyrimidin-4-yl)thiazol-2-yl)urea C(C)(C)N1CCN(CC1)CC1=C(C=C(C=C1)NC(=O)NC=1SC(=C(N1)C)C1=NC(=NC=C1)NC)C(F)(F)F